C(C)OC(=O)C=1N(C=CN1)COCC[Si](C)(C)C 1-((2-(trimethylsilyl)ethoxy)methyl)-1H-imidazole-2-carboxylic acid ethyl ester